2-(4-(methylaminosulfonyl)phenyl)-4,4,5,5-tetramethyl-1,3,2-dioxaborolan CNS(=O)(=O)C1=CC=C(C=C1)B1OC(C(O1)(C)C)(C)C